1-(3-Acetylphenyl)-3-(3-(3-morpholinopropyl)-2,4-dioxo-1-(2-(piperidin-1-yl)ethyl)-1,2,3,4-tetrahydroquinazolin-6-yl)urea C(C)(=O)C=1C=C(C=CC1)NC(=O)NC=1C=C2C(N(C(N(C2=CC1)CCN1CCCCC1)=O)CCCN1CCOCC1)=O